C1(C(C(=CC=C1)C(=O)O)=O)=O o-benzoquinonecarboxylic acid